(3-fluoro-5-(1-(thiazol-4-yl)-1H-pyrazol-4-yl)phenyl)methylamine trifluoroacetate FC(C(=O)O)(F)F.FC=1C=C(C=C(C1)C=1C=NN(C1)C=1N=CSC1)CN